BrC1=C(C=CC(=C1)COC)[N+](=O)[O-] 2-bromo-4-(methoxymethyl)-1-nitro-benzene